(((3R,4R)-3-fluoro-1-methylpiperidin-4-yl)methyl)-8-isopropylpyrazolo[1,5-a][1,3,5]triAzine-2,4-diamine F[C@H]1CN(CC[C@@H]1CC1=NN2C(N=C(N=C2N)N)=C1C(C)C)C